2-ethylsulphanylcarbothioyl-sulphanyl-2-methyl-5-oxo-5-(2-thioxo-thiazolidin-3-yl)pentan-nitrile C(C)SC(=S)C(C#N)(C(CC(N1C(SCC1)=S)=O)S)C